ClC=1N2C=C(C(=C2C=CC1)SC(F)(F)F)C#C 5-chloro-2-ethynyl-1-[(trifluoromethyl)sulfanyl]indolizine